CN1CC=C(C(=C1)I)Br 1-methyl-4-bromo-5-iodopyridin